ethyl 2-[4-(1-methyl-1H-pyrazol-5-yl)piperidin-1-yl]-6-azaspiro[3.4]octane-6-carboxylate, hydrochloride Cl.CN1N=CC=C1C1CCN(CC1)C1CC2(C1)CN(CC2)C(=O)OCC